1-(benzyloxycarbonyl(methyl)amino)cyclobutanoic acid C(C1=CC=CC=C1)OC(=O)N(C1(CCC1)C(=O)O)C